CN1CC2=CC(=CC(=C2CC1)C)C=1N=C(C(=NC1)N)OCC1=CC=NC=C1 5-(2,5-dimethyl-1,2,3,4-tetrahydroisoquinolin-7-yl)-3-(pyridin-4-ylmethoxy)pyrazin-2-amine